ClC=1C=NN(C1)C1=CC=C(C=N1)[C@H](C)N(C1=NC=C(C=C1)B1OC(C(O1)(C)C)(C)C)C (S)-N-(1-(6-(4-chloro-1H-pyrazol-1-yl)pyridin-3-yl)ethyl)-N-methyl-5-(4,4,5,5-tetramethyl-1,3,2-dioxaborolane-2-yl)pyridin-2-amine